4-(((R)-1-(3-(difluoro-methyl)-2-fluorophenyl)ethyl)amino)-6-((S)-2,2-dimethylcyclopropyl)-2-methyl-2,6-dihydropyrido[3,4-d]pyridazine-1,7-dione FC(C=1C(=C(C=CC1)[C@@H](C)NC1=NN(C(C=2C1=CN(C(C2)=O)[C@@H]2C(C2)(C)C)=O)C)F)F